6-(2-(5-Cyclopropyl-3-(2-(trifluoromethoxy)phenyl)isoxazol-4-yl)-7-azaspiro[3.5]non-1-en-7-yl)-3-(trifluoromethyl)imidazo[1,5-a]pyridin C1(CC1)C1=C(C(=NO1)C1=C(C=CC=C1)OC(F)(F)F)C1=CC2(C1)CCN(CC2)C=2C=CC=1N(C2)C(=NC1)C(F)(F)F